2-Bromo-6-chloro-3-fluoroaniline BrC1=C(N)C(=CC=C1F)Cl